FC(S(=O)(=O)OC=1CCOC(C1)C1=CNC(C=C1)=O)(F)F [6-(6-oxo-1H-pyridin-3-yl)-3,6-dihydro-2H-pyran-4-yl] trifluoromethanesulfonate